N(=C=S)C1=CC=C(C=C1)C1=CC=C(C=C1)N=C=S diisothiocyano-1,1'-biphenyl